lead-copper-zinc salt [Zn].[Cu].[Pb]